CC1(CCN(CC1)C=1OC2=C(C=C(C=C2C(C1C)=O)C)C(C)NC1=CC=CC=2COB(C21)O)C 2-(4,4-dimethyl-1-piperidyl)-8-[1-[(1-hydroxy-3H-2,1-benzoxaborol-7-yl)amino]ethyl]-3,6-dimethyl-chromen-4-one